ClC1=C2C(=C(N(C2=C(C=C1C#N)F)C)C1=NNC(=N1)C(F)(F)F)C=1C=NNC1 chloro-7-fluoro-1-methyl-3-(1H-pyrazol-4-yl)-2-(5-(trifluoromethyl)-1H-1,2,4-triazol-3-yl)-1H-indole-5-carbonitrile